S(=O)(=O)(O)C=1C=C(C=C(C(=O)[O-])C1)C(=O)[O-].C(CCC)[N+](CCCC)(CCCC)CCCC.C(CCC)[N+](CCCC)(CCCC)CCCC tetrabutylammonium 5-sulfoisophthalate